FC1([C@@H](C1)C(=O)N1C[C@@H](CCC1)NC1=C2C(=NC=C1C(=O)[O-])NC=C2)F 4-(((R)-1-((S)-2,2-difluorocyclopropane-1-carbonyl)piperidin-3-yl)amino)-1H-pyrrolo[2,3-b]pyridine-5-carboxylate